C(C1=CC=CC=C1)N1N=C(N=C1)C(=O)NC1=C(C(=C(C=C1)Br)Cl)F 1-benzyl-N-(4-bromo-3-chloro-2-fluoro-phenyl)-1H-1,2,4-triazole-3-carboxamide